7-methyl-8,14-dioxa-4,5,10,19,20-pentaazatetracyclo[13.5.2.12,5.018,21]tricosa-1(20),2(23),3,15(22),16,18(21)-hexaen-9-one CC1CN2N=CC(C3=NNC=4C=CC(OCCCNC(O1)=O)=CC34)=C2